OC(COC1=NC(=NC(=N1)C1=C(C=C(C=C1)C)C)C1=C(C=C(C=C1)C)C)COCCCCCCCCCCCCC 2-(2-hydroxy-4-oxa-heptadecyloxy)-4,6-bis(2,4-dimethyl-phenyl)-1,3,5-triazine